C1(=CC=CC=C1)C1=CN=C2N1CCOC1=C2C=NC=C1 3-Phenyl-5,6-dihydroimidazo[1,2-d]pyrido[3,4-f][1,4]oxazepine